[F-].C(C)[NH+]1C(CCC1)C 1-ethyl-2-methylpyrrolidinium fluoride